C1(=CC=CC=C1)C#CC=1C=C(C=NC1)[C@H]1NC(O[C@@H]1C=1SC=CC1)=O (4R,5S)-4-(5-(phenylethynyl)-3-pyridinyl)-5-(2-thienyl)-1,3-oxazolidin-2-one